ClC1=C(C(=C2C=NN(C2=C1)COCC[Si](C)(C)C)F)C1C(C1)C 2-[[6-chloro-4-fluoro-5-(2-methylcyclopropyl)indazol-1-yl]methoxy]ethyl-trimethyl-silane